C(C(=C)C)(=O)OCCC[Si](CCCOC(C(=C)C)=O)(CCCOC(C(=C)C)=O)[SiH3] tris(3-methacryloxypropyl)silyl-silane